3-cyano-5-(4-tolyl)-6-(trifluoromethyl)-1,2,4-triazazine C(#N)N1NN=C(C(=N1)C1=CC=C(C=C1)C)C(F)(F)F